5-(2-chlorobenzyl)-3-((3,4-dimethylbenzyl)amino)-4H-benzo[e][1,2,4]thiadiazine 1,1-dioxide ClC1=C(CC2=CC=CC3=C2NC(=NS3(=O)=O)NCC3=CC(=C(C=C3)C)C)C=CC=C1